[C@H]12CC(C[C@H](CC1)N2)N(C2=CC=C(N=N2)C2=C(C=C(C=C2)C=2OC(=NN2)C(F)(F)F)O)C 2-(6-(((1R,3S,5S)-8-azabicyclo[3.2.1]octan-3-yl)(methyl)amino)pyridazin-3-yl)-5-(5-(trifluoromethyl)-1,3,4-oxadiazol-2-yl)phenol